tert-butyl N-(tert-butoxycarbonyl)-N-(6-chloro-3-methoxypyrazin-2-yl)carbamate C(C)(C)(C)OC(=O)N(C(OC(C)(C)C)=O)C1=NC(=CN=C1OC)Cl